4-[6-(4-fluoro-2-methyl-1,3-benzoxazol-6-yl)-4-oxo-3,4-dihydroquinazolin-2-yl]piperidine-1-carboxylic acid tert-butyl ester C(C)(C)(C)OC(=O)N1CCC(CC1)C1=NC2=CC=C(C=C2C(N1)=O)C1=CC2=C(N=C(O2)C)C(=C1)F